BrC1=C(C=C(C=C1)COCC(C)C)S(=O)(=O)NCC 2-bromo-N-ethyl-5-(isobutoxymethyl)benzenesulfonamide